COC(C1=C(C=C(C=C1)C1=NC=CC(=C1)CC1=CC(=CC=C1)C(F)(F)F)C)=O.CC1=C(C(=O)OC)C=CC(=C1)C1=NC=CC(=C1)CC1=CC(=CC=C1)C(F)(F)F methyl 2-methyl-4-(4-(3-(trifluoromethyl)benzyl)pyridin-2-yl)benzoate Methyl-2-methyl-4-(4-(3-(trifluoromethyl)benzyl)pyridin-2-yl)benzoate